BrC1C(=CC2=C(N(C1=O)CC1=CC(=C(C=C1)C)F)C=CC=C2)COCC2COCC2 bromo-1-(3-fluoro-4-methylbenzyl)-4-(((tetrahydrofuran-3-yl)methoxy)methyl)-1,3-dihydro-2H-benzo[b]azepin-2-one